2-(4-(2-(2-(2-((6-(5-(((cyclohexyloxy)carbonyl)amino)-6-methylpyridin-3-yl)benzo[d]thiazol-2-yl)amino)-2-oxoethoxy)ethoxy)ethyl)piperazin-1-yl)acetic acid C1(CCCCC1)OC(=O)NC=1C=C(C=NC1C)C1=CC2=C(N=C(S2)NC(COCCOCCN2CCN(CC2)CC(=O)O)=O)C=C1